5-chloro-6-(2-chloroethoxy)-7-iodo-3,4-dihydronaphthalen-1(2H)-one ClC1=C2CCCC(C2=CC(=C1OCCCl)I)=O